F\C(\C(=O)OCC)=C\C=1SC=CN1 ethyl (E)-2-fluoro-3-(thiazol-2-yl)acrylate